O[C@H]1[C@@H]([C@H]2[C@H]([C@H]([C@H]3[C@@H]4CC[C@H]([C@@H](CCC(=O)NS(=O)(=O)C5=CC=C(C=C5)OC(F)(F)F)C)[C@]4(CC[C@@H]3[C@]2(CC1)C)C)O)CC)F N-(3α,7α-Dihydroxyl-4β-fluoro-6α-ethyl-5β-cholan-24-oyl)-p-trifluoromethoxybenzenesulfonamide